1-(1-((2R,3R,4S,5R)-3,4-dihydroxy-5-(hydroxymethyl)tetrahydrofuran-2-yl)-1H-imidazol-4-yl)guanidine O[C@H]1[C@@H](O[C@@H]([C@H]1O)CO)N1C=NC(=C1)NC(=N)N